C(CCCCCNC(CCC1=CC(=C(C(=C1)C(C)(C)C)O)C(C)(C)C)=O)NC(CCC1=CC(=C(C(=C1)C(C)(C)C)O)C(C)(C)C)=O N,N'-1,6-hexylene-bis[3-(3,5-di-tert-butyl-4-hydroxyphenyl)propionamide]